3,5-diisopropyl-5-methyl-2-pyrazoline C(C)(C)C1=NNC(C1)(C)C(C)C